Methyl (S)-6-(1-(6-(trifluoromethyl)-1-(3-(trifluoromethyl)benzyl)-2,3-dihydro-1H-imidazo[1,2-b]pyrazole-7-carboxamido)ethyl)nicotinate FC(C=1C(=C2N(N1)CCN2CC2=CC(=CC=C2)C(F)(F)F)C(=O)N[C@@H](C)C2=NC=C(C(=O)OC)C=C2)(F)F